C(C)(C)(C)OC(NCC(C)(C)NC1=NC(=NC=C1C#CC(OCC)OCC)Cl)=O N-[2-[[2-chloro-5-(3,3-diethoxyprop-1-ynyl)pyrimidin-4-yl]amino]-2-methyl-prop-yl]carbamic acid tert-butyl ester